N[C@H](C(=O)N1CC2(CC2)C[C@H]1C(=O)OCC1=CC=CC=C1)C(C)(C)C benzyl (6S)-5-[(2S)-2-amino-3,3-dimethyl-butanoyl]-5-azaspiro[2.4]heptane-6-carboxylate